COC(=O)C=1C=CC2=C(N(C(=N2)CN2CCC(CC2)N2N=C(C(=C2)C(C)C)OCC2=C(C=C(C=C2)C#N)F)C[C@H]2OCC2)C1 (S)-2-((4-(3-((4-cyano-2-fluorobenzyl)oxy)-4-isopropyl-1H-pyrazol-1-yl)piperidin-1-yl)methyl)-1-(oxetan-2-ylmethyl)-1H-benzo[d]imidazole-6-carboxylic acid methyl ester